2-((4-aminophenyl)amino)-6-(cyclohexylamino)nicotinamide NC1=CC=C(C=C1)NC1=C(C(=O)N)C=CC(=N1)NC1CCCCC1